CNCC1=C(C(=CC=C1)C=1C=C2C(=CN1)NN=C2C=2C=NN(C2)C)C methyl-1-(2-methyl-3-(3-(1-methyl-1H-pyrazol-4-yl)-1H-pyrazolo[3,4-c]pyridin-5-yl)phenyl)methylamine